ClC1=C(C=C2C(=NC(=NC2=C1)C1CC1)N1CCC(CC1)C1=C(C=CC=C1)N(C)C)N(CCO)C 2-({7-chloro-2-cyclopropyl-4-[4-(2-dimethylamino-phenyl)-piperidin-1-yl]-quinazolin-6-yl}-methyl-amino)-ethanol